ClC=1C=NC=C(C1[C@@H](C)OC=1C=C2C(=NNC2=CC1)C=1C=CC(=NC1)C1OC2(CC1)CCNCC2)Cl [5-[5-[(1R)-1-(3,5-dichloro-4-pyridinyl)ethoxy]-1H-indazol-3-yl]-2-pyridinyl]-1-oxa-8-azaspiro[4.5]decane